C(C)OS(=O)(=O)C1=C(C=C(C=C1)C)OCCOC=1C(=NC=CC1)[N+](=O)[O-] 2-(2-((2-nitropyridine-3-yl)oxy)ethoxy)4-methyl-benzenesulfonic acid ethyl ester